COC1(C=C(C(C(C1)(C)C)=O)C#N)C1=NC=CC(=C1)C=1C=NN(C1)C 3-methoxy-5,5-dimethyl-3-[4-(1-methyl-1H-pyrazol-4-yl)pyridin-2-yl]-6-oxocyclohex-1-ene-1-carbonitrile